bicyclo[4.4.0]-1-decene C12=CCCCC2CCCC1